C(C)(C)[C@]1(CC=C(CC1)C)O (4S)-4-isopropyl-1-methyl-1-cyclohexen-4-ol